NCCCCCCC(=O)N[C@H](C(=O)N1[C@@H](C[C@H](C1)O)C(=O)NCC1=CC=C(C=C1)C1=C(N=CS1)C)C(C)(C)C (2S,4R)-1-((S)-2-(7-aminoheptanamido)-3,3-dimethylbutanoyl)-4-hydroxy-N-(4-(4-methylthiazol-5-yl)benzyl)pyrrolidine-2-carboxamide